C1N(CC12CCC2)CCOC=2C=C1C=CN=C(C1=CC2)NC=2C=NC(=CC2)Cl 6-(2-(2-azaspiro[3.3]heptan-2-yl)ethoxy)-N-(6-chloropyridin-3-yl)isoquinolin-1-amine